(3S)-4-amino-N-((3R,4S)-3-methoxytetrahydro-2H-pyran-4-yl)-3-methyl-N-((5-(trifluoromethyl)-2-pyridinyl)methyl)-1,3-dihydrofuro[3,4-c]quinoline-8-carboxamide NC1=NC=2C=CC(=CC2C2=C1[C@@H](OC2)C)C(=O)N(CC2=NC=C(C=C2)C(F)(F)F)[C@@H]2[C@H](COCC2)OC